ClC1=C(C(=CC=C1)Cl)N1CC(C1)C=1C=C(C(=NC1C)CN1CCC(CC1)C(=O)O)C ((5-(1-(2,6-dichlorophenyl)azetidin-3-yl)-3,6-dimethylpyridin-2-yl)-methyl)piperidine-4-carboxylic acid